6-(4-(2-((tert-butoxycarbonyl)(methyl)amino)ethyl)piperazin-1-yl)nicotinic acid C(C)(C)(C)OC(=O)N(CCN1CCN(CC1)C1=NC=C(C(=O)O)C=C1)C